CCCCCCCCCCCCCC(=O)O[C@H](CCCCCCCCCCC)CC(=O)O[C@@H]1[C@H]([C@@H](O[C@@H]([C@H]1OP(=O)(O)OP(=O)(O)O)CO[C@@]2(C[C@H]([C@H]([C@H](O2)[C@@H](CO)O)O[C@@H]3[C@H]([C@H]([C@@H]([C@H](O3)[C@H](CO)O)O[C@H]4[C@@H]([C@H]([C@@H]([C@H](O4)CO)O[C@H]5[C@@H]([C@H]([C@H]([C@H](O5)CO)O)O[C@H]6[C@@H]([C@H]([C@@H]([C@H](O6)CO)O[C@H]7[C@@H]([C@H]([C@H]([C@H](O7)CO)O)O)O)O)NC(=O)C)O)O)O)O[C@@H]8[C@H]([C@H]([C@@H]([C@H](O8)[C@H](CO)O)O)OP(=O)(O)OCCN)O[C@@H]9[C@@H]([C@H]([C@@H]([C@H](O9)CO)O)O)NC(=O)C)O)O)C(=O)O)OC[C@@H]1[C@H]([C@@H]([C@H]([C@H](O1)OP(=O)(O)OP(=O)(O)OCCN)NC(=O)C[C@@H](CCCCCCCCCCC)O)OC(=O)C[C@@H](CCCCCCCCCCC)O)O)NC(=O)C[C@@H](CCCCCCCCCCC)OC(=O)CCCCCCCCCCC The molecule is a lipid A derivative that consists of a branched octasaccharide phosphate made up from two D-galactose residues, two N-acetyl-D-glucosamine residues, a D-glucose residue, two L-glycero-D-manno-heptose residues (one of which is phosphoethanolamine-substituted on O-3), with linkages as shown and with a 3-deoxy-D-manno-oct-2-ulosonic acid (2-keto-3-deoxy-D-mannooctanoic acid, Kdo) residue at the reducing end connected via an alpha(2->6) linkage to a de-O-acylated lipid A. Corresponds to the de-O-acylated lipid A conjugate of the core oligosaccharide of Neisseria meningitidis. It is a member of lipid As and a dodecanoate ester.